Racemic-5-bromo-6-methoxy-2,3-dihydro-1H-inden-1-ol BrC=1C=C2CC[C@H](C2=CC1OC)O |r|